2-Vinyl(1-bromoperfluoroethane) C(=C)C(C(Br)(F)F)(F)F